tert-Butyl [(2R)-1-(2,2-dimethyl-4,6-dioxo-1,3-dioxan-5-yl)-3-phenylpropan-2-yl]carbamate CC1(OC(C(C(O1)=O)C[C@H](CC1=CC=CC=C1)NC(OC(C)(C)C)=O)=O)C